tert-butyl ((S)-1-(trans-5-(2-bromo-4-fluorophenyl)-9-hydroxy-2-oxo-1-oxa-3,4-diazaspiro[5.5]undec-4-en-9-yl)propan-2-yl)carbamate BrC1=C(C=CC(=C1)F)C1=NNC(OC12CCC(CC2)(O)C[C@H](C)NC(OC(C)(C)C)=O)=O